C1(CCC1)OC1=C(C=C(C=C1)CNC(N(CC1N(CCC1)C)CC1=CC=C(C=C1)F)=O)F 3-(4-cyclobutoxy-3-fluorophenylmethyl)-1-(4-fluorophenylmethyl)-1-((1-methylpyrrolidin-2-yl)methyl)urea